6-(4-acetylpyrazol-1-yl)-N-(1-methylindazol-7-yl)pyridine-3-sulfonamide C(C)(=O)C=1C=NN(C1)C1=CC=C(C=N1)S(=O)(=O)NC=1C=CC=C2C=NN(C12)C